NCCCN(C(=O)[C@H]1N(CCC1)C1=NC(=CC(=C1)C(F)(F)F)C)C1=CC(=C(C=C1)F)Cl (S)-N-(3-aminopropyl)-N-(3-chloro-4-fluorophenyl)-1-(6-methyl-4-(trifluoromethyl)pyridin-2-yl)pyrrolidine-2-carboxamide